4-(4-ethylpiperazin-1-yl)benzoic acid methyl ester COC(C1=CC=C(C=C1)N1CCN(CC1)CC)=O